C(C1(CCC(NC1)CO)C[2H])[2H] (5,5-bis(methyl-d)piperidin-2-yl)methanol